4-(3-(2,4-dimethoxypyrimidin-5-yl)-4-fluorophenyl)-7-ethyl-7H-imidazo[4,5-c]Pyridazine COC1=NC=C(C(=N1)OC)C=1C=C(C=CC1F)C=1C2=C(N=NC1)N(C=N2)CC